C(C=C)(=O)N1C[C@@H](N(CC1)C=1C2=C(N(C(N1)=O)C1=C(C=CC=C1C)C(C)C)N=C(C(=C2)F)C2=C(C=C(C=C2)N)F)C 4-((S)-4-acryloyl-2-methylpiperazin-1-yl)-6-fluoro-7-(4-amino-2-fluorophenyl)-1-(2-Isopropyl-6-methylphenyl)pyrido[2,3-d]pyrimidin-2(1H)-one